C[C@H]1CC[C@@H](N(C1)C(=O)OC(C)(C)C)C1=CC=C(C=C1)NC1CCN(CC1)C tert-Butyl (2R,5S)-5-methyl-2-[4-[(1-methyl-4-piperidyl)amino]phenyl]piperidine-1-carboxylate